1-(2-(1H-indol-3-yl)ethyl)-7-(cyclopropyl-methoxy)-6-methoxy-3,4-dihydroisoquinoline-2(1H)-formaldehyde N1C=C(C2=CC=CC=C12)CCC1N(CCC2=CC(=C(C=C12)OCC1CC1)OC)C=O